C(=CC=CCCCCCCCCCCCC)O hexadecadiene-1-ol